3-(1H-pyrrolo[3,2-c]pyridin-7-yl)propan-1-ol N1C=CC=2C=NC=C(C21)CCCO